OCC(=O)N1C2=C(OCC1)N=CC(=C2)NC2=CC=C(C=N2)C2=CC=C(C=C2)N2C(CCC2)=O 1-(4-(6-((1-(2-hydroxyacetyl)-2,3-dihydro-1H-pyrido[2,3-b][1,4]oxazin-7-yl)amino)pyridin-3-yl)phenyl)pyrrolidin-2-one